N-methyl-N-((R)-3-methyl-4-((S)-1-trityl-aziridine-2-carbonyl)piperazine-1-carbonyl)-L-valine CN([C@@H](C(C)C)C(=O)O)C(=O)N1C[C@H](N(CC1)C(=O)C1[N@](C1)C(C1=CC=CC=C1)(C1=CC=CC=C1)C1=CC=CC=C1)C